FC1=CC=C(C=C1)C(C1=CC=C(C#N)C=C1)N1[C@@H](CN[C@H](C1)C)COC 4-((4-fluorophenyl)((2s,5s)-2-(methoxymethyl)-5-methylpiperazin-1-yl)methyl)benzonitrile